BrC1=CC=C(C=C1)C=1N=C2N(C=CC3=C2N(C2=CC=CC=C32)CC3=CC=C(C=C3)F)C1 2-(4-Bromophenyl)-11-(4-fluorobenzyl)-11H-imidazo[1',2':1,2]pyrido[3,4-b]indole